OC[C@H](C1=CC=CC=C1)NC1=NC(=NC=C1C=1OC(=NN1)C=1C=NC=CC1)NC=1C=C2C(N(C(C2=CC1)=O)CCC)(C)C (S)-5-((4-((2-hydroxy-1-phenylethyl)amino)-5-(5-(pyridin-3-yl)-1,3,4-oxadiazol-2-yl)pyrimidin-2-yl)amino)-3,3-dimethyl-2-propylisoindolin-1-one